COC=1C=C(C=C(C1)OC)C(C=O)(C)C 2-(3,5-dimethoxyphenyl)-2-methylpropanal